C(#N)C1=CC=C(COC2=CC=CC(=N2)C2=C(C(=C(CC3=NC4=C(N3CCOC)C=C(C=C4F)C(=O)O)C(=C2)F)F)F)C=C1 2-(4-(6-((4-cyanobenzyl)oxy)pyridin-2-yl)-2,3,6-trifluorobenzyl)-4-fluoro-1-(2-methoxyethyl)-1H-benzo[d]imidazole-6-carboxylic acid